2-(5-{[3-(4-{[1-(2-hydroxyethyl)piperidin-4-yl]amino}-1-(2,2,2-trifluoroethyl)-1H-indol-2-yl)prop-2-yn-1-yl]amino}pyridin-2-yl)-2-methylpropanenitrile OCCN1CCC(CC1)NC1=C2C=C(N(C2=CC=C1)CC(F)(F)F)C#CCNC=1C=CC(=NC1)C(C#N)(C)C